ClC(CCC1=CC=C(C=C)C=C1)C 4-(3-chlorobutyl)styrene